3-(7-Chloro-1H-indazol-5-yl)-7-(2-fluoroethyl)-2,5-bis(trifluoromethyl)imidazo[4,5-b]pyridine ClC=1C=C(C=C2C=NNC12)N1C(=NC=2C1=NC(=CC2CCF)C(F)(F)F)C(F)(F)F